ClC1=NC=C(C2=C1C(NC2)=O)C2=CN=C1N2C=CC(=C1)F 4-chloro-7-(7-fluoroimidazo[1,2-a]pyridin-3-yl)-1,2-dihydro-3H-pyrrolo[3,4-c]pyridin-3-one